FC12CC(C1)(C2)CCCCCCCCCCS(=O)N 10-(3-fluorobicyclo[1.1.1]pentan-1-yl)decane-1-sulfinamide